NCCC1=CC=C(N)C=C1 4-(2-Aminoethyl)-anilin